(1R,5S)-3-(8-fluoro-7-(3-hydroxynaphthalen-1-yl)-2-(((S)-1-methylpyrrolidin-2-yl)methoxy)quinazolin-4-yl)-N-(pyrrolidin-3-yl)-3,8-diazabicyclo[3.2.1]octane-8-carboxamide FC=1C(=CC=C2C(=NC(=NC12)OC[C@H]1N(CCC1)C)N1C[C@H]2CC[C@@H](C1)N2C(=O)NC2CNCC2)C2=CC(=CC1=CC=CC=C21)O